P1(=O)(OC2=C(C=C(C=C2C(C)(C)C)C(C)(C)C)CC2=C(C(=CC(=C2)C(C)(C)C)C(C)(C)C)O1)[O-] 4,4',6,6'-tetra-tert-butyl-2,2'-methylenediphenyl phosphate